C1(CC1)OC1=C(C=C(C=C1F)F)CNC(=O)C=1C(=NC=C(C1)C=1C=CC=2N(N1)C=C(N2)NC(C)=O)OC N-[(2-cyclopropoxy-3,5-difluorophenyl)methyl]-5-{2-acetamidoimidazo[1,2-b]pyridazin-6-yl}-2-methoxypyridine-3-carboxamide